BrC1=C(C(=O)O)C=CC(=C1)OC1CC1 2-bromo-4-cyclopropoxybenzoic acid